CC1=CC=C(O1)C(=O)N1CSCC1C(=O)NC=1SC(=CN1)C 3-[(5-methyl-2-furanyl)carbonyl]-N-(5-methyl-2-thiazolyl)-4-thiazolidinecarboxamide